Cl.NCCOCCC(=O)NCC1=CC=C(C=C1)C=1N(N=C2C1N=CN(C2=O)CC2(CCN(CC2)C(C[C@@H](C)C2=CC=CC=C2)=O)O)C (R)-3-(2-aminoethoxy)-N-(4-(6-((4-hydroxy-1-(3-phenylbutanoyl)piperidin-4-yl)methyl)-2-methyl-7-oxo-6,7-dihydro-2H-pyrazolo[4,3-d]pyrimidin-3-yl)benzyl)propanamide hydrochloride